(2S,4R)-4-(m-tolyloxy)pyrrolidine-1,2-dicarboxylic acid 1-(tert-butyl) ester 2-methyl ester COC(=O)[C@H]1N(C[C@@H](C1)OC=1C=C(C=CC1)C)C(=O)OC(C)(C)C